5-(2-chloro-5-(isobutyrylaminomethyl)benzoylamino)-1-(2,2,2-trifluoroethyl)-N-(4-(trifluoromethoxy)phenyl)-1H-indole-2-carboxamide ClC1=C(C(=O)NC=2C=C3C=C(N(C3=CC2)CC(F)(F)F)C(=O)NC2=CC=C(C=C2)OC(F)(F)F)C=C(C=C1)CNC(C(C)C)=O